(R)-5-(5-ethylpyridin-3-yl)-N-(1-(4-fluorophenyl)ethyl)pyrazin-2-amine C(C)C=1C=C(C=NC1)C=1N=CC(=NC1)N[C@H](C)C1=CC=C(C=C1)F